CC(=CC(O)C1=C(C=CC(=C1)C(F)(F)F)C#CC1=CC=CC=C1)C 3-methyl-1-(5-trifluoromethyl-2-(phenylethynyl)phenyl)but-2-en-1-ol